O=C1/C(/C(=NN1C1=CC=C(C=C1)S(=O)(=O)O)C(=O)O)=N/NC1=CC=C(C=C1)S(=O)(=O)O (4E)-5-oxo-1-(4-sulfophenyl)-4-[(4-sulfophenyl)hydrazono]-3-pyrazolecarboxylic acid